1-(3-fluoro-4-methoxyphenyl)ethanone FC=1C=C(C=CC1OC)C(C)=O